ClC1=CC(=C(CN2C(C=CC(=C2)C2=NC(=NC(=C2)C(F)(F)F)S(=O)(=O)C)=O)C=C1)F 1-(4-chloro-2-fluorobenzyl)-5-(2-(methylsulfonyl)-6-(trifluoromethyl)pyrimidin-4-yl)pyridin-2(1H)-one